C12CNCC(CC1)N2C=2SC=1CN(CCC1N2)C(=O)C2CC(CC2)(C)C (2-(3,8-diazabicyclo[3.2.1]octan-8-yl)-6,7-dihydrothiazolo[5,4-c]pyridin-5(4H)-yl)(3,3-dimethylcyclopentyl)methanone